6-methyl-2-oxo-4-(thiophene-2-yl)-1,2-dihydropyridine-3-carbonitrile CC1=CC(=C(C(N1)=O)C#N)C=1SC=CC1